FC=1C=C(C#N)C=CC1N1CC(N(C2(CC(C2)C2=NC(=NO2)C(C)O)C1=O)CC1=CC=C(C=C1)C(F)(F)F)=O 3-fluoro-4-(2-(3-(1-hydroxyethyl)-1,2,4-oxadiazol-5-yl)-6,9-dioxo-5-(4-(trifluoromethyl)benzyl)-5,8-diazaspiro[3.5]nonan-8-yl)benzonitrile